FC(C1=NC(=NC(=N1)C(F)(F)F)N1C(C=2NC3=CC=C(C=C3C2CC1)Cl)CC(C(=O)OCC)C(=O)OCC)(F)F diethyl ({2-[4,6-bis(trifluoromethyl)-1,3,5-triazin-2-yl]-6-chloro-2,3,4,9-tetrahydro-1H-pyrido[3,4-b]indol-1-yl}methyl)propanedioate